methylamino-prop-1-yn CNC#CC